4-(4-((2,6-dioxopiperidin-3-yl)amino)-2,5-difluorophenyl)piperazine-1-carboxylic acid tert-butyl ester C(C)(C)(C)OC(=O)N1CCN(CC1)C1=C(C=C(C(=C1)F)NC1C(NC(CC1)=O)=O)F